FC1=CC(=C(C=C1)C1=CC(=CC=C1)C=1OC2=C(N1)C=C(C=C2C(F)(F)F)CNC(C)=O)C2=NN=CN2C N-((2-(4'-Fluoro-2'-(4-methyl-4H-1,2,4-triazol-3-yl)-[1,1'-biphenyl]-3-yl)-7-(trifluoromethyl)benzo[d]oxazol-5-yl)methyl)acetamide